(2S)-2-amino-3-(1H-pyrrolo[2,3-b]pyridin-3-yl)propanoic acid N[C@H](C(=O)O)CC1=CNC2=NC=CC=C21